N,N'-dibutyldecamethylenediamine C(CCC)NCCCCCCCCCCNCCCC